C(C)(=O)N(C=1SC2=C(C1C(=O)OC)CCC1(OCCO1)C2)CC2=CC=CC1=CC=CC=C21 Methyl 2-[acetyl(1-naphthylmethyl)amino]-4,7-dihydro-5H-spiro[1-benzothiophene-6,2'-[1,3]dioxolane]-3-carboxylate